C(C)(C)(C)OC(=O)N[C@H](CC1=C(C=2N=C(N=C(C2S1)N(C(OC(C)(C)C)=O)CC=1OC=CC1)Cl)C)CCO tert-butyl N-[6-[(2S)-2-(tert-butoxycarbonylamino)-4-hydroxy-butyl]-2-chloro-7-methyl-thieno[3,2-d]pyrimidin-4-yl]-N-(2-furylmethyl)carbamate